methyl 3-{[2-(4-chlorophenyl) imidazo[1,2-a]Pyridin-3-yl]Methyl}-3,8-diazabicyclo[3.2.1]Octane-8-carboxylate ClC1=CC=C(C=C1)C=1N=C2N(C=CC=C2)C1CN1CC2CCC(C1)N2C(=O)OC